tert-butyl 5-[2,2-difluoro-6-[[4-methyl-6-(methylamino) pyrimidin-2-yl] amino]-1,3-benzodioxol-4-yl]-2,3,4,7-tetrahydroazepine-1-carboxylate FC1(OC2=C(O1)C=C(C=C2C=2CCCN(CC2)C(=O)OC(C)(C)C)NC2=NC(=CC(=N2)C)NC)F